FC1=C(C(=O)O)C=CC(=C1C1=CC2=C(N=C(N=C2)SC)N2C1=NCC2)C 2-fluoro-4-methyl-3-(2-(methylsulfanyl)-8,9-dihydroimidazo[1',2':1,6]pyrido[2,3-d]pyrimidin-6-yl)benzoic acid